2-bromo-1-[4-(difluoromethoxy)phenyl]ethan-1-one BrCC(=O)C1=CC=C(C=C1)OC(F)F